1-(4-((5,5-dimethyl-2,4-dioxo-3-(4-((trifluoromethyl)thio)phenyl)imidazolidin-1-yl)methyl)pyridin-2-yl)-3-(4-((1s,3s)-3-(dimethylamino)cyclobutoxy)-3-methoxyphenyl)urea CC1(C(N(C(N1CC1=CC(=NC=C1)NC(=O)NC1=CC(=C(C=C1)OC1CC(C1)N(C)C)OC)=O)C1=CC=C(C=C1)SC(F)(F)F)=O)C